ClC=1C=C(N(C1)S(=O)(=O)C1=CC=C(C)C=C1)C=1C=NN(C1)C([2H])([2H])[2H] 4-chloro-2-(1-(methyl-d3)-1H-pyrazol-4-yl)-1-p-toluenesulfonyl-1H-pyrrole